FC1=C(C=C(C=C1)C(F)(F)F)C1=CC(=CC=C1F)C(F)(F)F 2,6'-difluoro-5,3'-bis(trifluoromethyl)biphenyl